C(C1=CC=CC=C1)N1CC2(C(C1)C(=O)OCC)CCOCC2 ethyl 2-benzyl-8-oxa-2-azaspiro[4.5]decane-4-carboxylate